CC1=C2C=C(NC2=CC=C1)C#N 4-methyl-1H-indole-2-carbonitrile